ClC1=CC=C(C(=N1)C(CC)=O)SC 1-(6-chloro-3-(methylthio)pyridin-2-yl)propan-1-one